(R)-2-(fluorenylmethoxycarbonyl)amino-2-(4-hydroxyphenyl)-acetic acid methyl ester COC([C@@H](C1=CC=C(C=C1)O)NC(=O)OCC1=CC=CC=2C3=CC=CC=C3CC12)=O